N-(2-(1-(2-(4-(2-(2,6-dioxopiperidin-3-yl)-1,3-dioxoisoindolin-5-yl)piperazin-1-yl)ethyl)piperidin-4-yl)-6-(2-hydroxyprop-2-yl)-2H-indazol-5-yl)-6-(trifluoromethyl)pyridinecarboxamide O=C1NC(CCC1N1C(C2=CC=C(C=C2C1=O)N1CCN(CC1)CCN1CCC(CC1)N1N=C2C=C(C(=CC2=C1)NC(=O)C1=NC(=CC=C1)C(F)(F)F)C(C)(C)O)=O)=O